trans-epoxysuccinic acid [C@@H]1([C@@H](O1)C(=O)O)C(=O)O